isobutylphenyl-perfluorobutyl-sulfonium C(C(C)C)[S+](C(C(C(C(F)(F)F)(F)F)(F)F)(F)F)(F)(F)C1=CC=CC=C1